C(C)(C)(C)C1=CC=C(C=C1)C=1C=2N(C3=CC=C(C=C3N1)C(=O)N=[N+]=[N-])C=CC2 4-(4-{tert-butyl}phenyl)pyrrolo[1,2-a]quinoxaline-7-carbonyl azide